COC1=CC=C(C(C2=CC=C(C=C2)OC)(C2=CC=CC=C2)OC[C@@H]2[C@H](C[C@@H](O2)N2C=NC=3C(=O)NC(NCC(C)C)=NC23)O)C=C1 5'-O-(4,4'-dimethoxytrityl)-N-isobutyl-deoxyguanosine